C(C)(C)N1N=C(C=C1)C1=C(C(=O)N2CCC(CC2)C#N)C=CC(=C1)C1=NN=C(N1)C 1-[2-(1-isopropylpyrazol-3-yl)-4-(5-methyl-4H-1,2,4-triazol-3-yl)benzoyl]piperidine-4-carbonitrile